2-butyl-1-(3-methoxybenzyl)-1H-imidazo[4,5-c]quinoline C(CCC)C=1N(C2=C(C=NC=3C=CC=CC23)N1)CC1=CC(=CC=C1)OC